(5S)-5-(3,5-difluorophenyl)-2-{trans-3-[(1-methyl-1H-pyrazol-5-yl)oxy]cyclobutyl}-2,5,6,7-tetrahydro-3H-pyrrolo[2,1-c][1,2,4]triazol-3-one FC=1C=C(C=C(C1)F)[C@@H]1CCC2=NN(C(N21)=O)[C@@H]2C[C@H](C2)OC2=CC=NN2C